IC=1C(=NN(C1)C)C(=O)NC1CCC(CC1)NC1=CC(=NC2=CC=C(C=C12)Cl)C(F)(F)F 4-iodo-1-methyl-N-[(1s,4s)-4-{[6-chloro-2-(trifluoromethyl)quinolin-4-yl]amino}cyclohexyl]-1H-pyrazole-3-carboxamide